FC(C=1C=C(C=C(C1)C(F)(F)F)[C@@H]1[C@@H](N(C(O1)=O)C(=O)NCC1=C(C=CC=C1)OC)CO)(F)F (4S,5R)-5-[3,5-bis(trifluoromethyl)phenyl]-4-(hydroxymethyl)-N-(2-methoxybenzyl)-2-oxo-1,3-oxazolidine-3-carboxamide